(4-(Methylamino)-7-(4-morpholinophenyl)thieno[3,2-d]pyrimidin-2-yl)methanol CNC=1C2=C(N=C(N1)CO)C(=CS2)C2=CC=C(C=C2)N2CCOCC2